C(C)(C)(C)OC(=O)N[C@@H]1C(CC=C(C1)C(=O)OCC)(F)F ethyl (S)-5-((tert-butoxycarbonyl) amino)-4,4-difluorocyclohex-1-ene-1-carboxylate